2-(6-(decyl(3-(dimethylamino)propyl)amino)hexyl)-2-methylmalonate C(CCCCCCCCC)N(CCCCCCC(C(=O)[O-])(C(=O)[O-])C)CCCN(C)C